C(CCCCCCCCCCCCCCCCCCC)(=O)NCN(C)CC arachidamido-ethyldimethylamine